dicetyl-10,10'-thiodicaprate C(CCCCCCCCCCCCCCC)OC(=O)CCCCCCCCCSCCCCCCCCCC(OCCCCCCCCCCCCCCCC)=O